(R)-8-benzyl-4-bromo-6,6a,7,8,9,10-hexahydro-5H-pyrazino[1,2-a][1,8]Naphthyridine C(C1=CC=CC=C1)N1C[C@@H]2N(C=3N=CC=C(C3CC2)Br)CC1